(2r,5s)-4-(7-(4-chloropyridin-2-yl)-5-hydroxy-7H-pyrrolo[2,3-d]pyrimidin-4-yl)-2,5-dimethylpiperazine-1-carboxylic acid tert-butyl ester C(C)(C)(C)OC(=O)N1[C@@H](CN([C@H](C1)C)C=1C2=C(N=CN1)N(C=C2O)C2=NC=CC(=C2)Cl)C